ClC=1N=C(C2=C(N1)C=NC(=C2)Cl)Cl 2,4,6-trichloropyrido[3,4-d]pyrimidine